N-(3-Cyclopropylpropyl)-4-(pyridin-3-yl)-1H-imidazole-1-carboxamide C1(CC1)CCCNC(=O)N1C=NC(=C1)C=1C=NC=CC1